4-(4-fluorophenyl)-2-methylaniline FC1=CC=C(C=C1)C1=CC(=C(N)C=C1)C